FC=1C=C2C(=NC1)N(N=C2)C2OCCCC2 5-fluoro-1-(tetrahydro-2H-pyran-2-yl)-1H-pyrazolo[3,4-b]Pyridine